C1(=CC=CC=C1)C(C)O α-phenylethylalcohol